tert-butyl (4-(1-benzyl-1H-tetrazol-5-yl)phenyl)(4-cyclohexylbenzyl)carbamate C(C1=CC=CC=C1)N1N=NN=C1C1=CC=C(C=C1)N(C(OC(C)(C)C)=O)CC1=CC=C(C=C1)C1CCCCC1